C1(=CC=CC=C1)N(C(O)=O)C1=CC(=C(C(=C1)C12CN(CC2C1)C)C)Cl.BrC=1C=NC=C(C1)OC(F)(F)F 3-bromo-5-(trifluoromethoxy)pyridine phenyl-(3-chloro-4-methyl-5-(3-methyl-3-azabicyclo[3.1.0]hexan-1-yl)phenyl)carbamate